OC(C(=O)OCC)(CN1N=CC(=C1)CN1[C@H](C[C@@]2(CC1)OCCC1=C2SC(=C1CO)C(F)(F)F)C)C ethyl 2-hydroxy-3-[4-[[(2'S,7R)-3-(hydroxymethyl)-2'-methyl-2-(trifluoromethyl)spiro[4,5-dihydrothieno[2,3-c]pyran-7,4'-piperidine]-1'-yl]methyl]pyrazol-1-yl]-2-methyl-propanoate